N-[3-[(2,3-dihydroxypropyl)(3-isotridecyloxypropyl)amino]propyl]oleamide OC(CN(CCCNC(CCCCCCC\C=C/CCCCCCCC)=O)CCCOCCCCCCCCCCC(C)C)CO